(E)-4-(4-(2-(5-cyclopropyl-3-(2,6-dichlorophenyl)isoxazol-4-yl)vinyl)piperidin-1-yl)benzonitrile C1(CC1)C1=C(C(=NO1)C1=C(C=CC=C1Cl)Cl)/C=C/C1CCN(CC1)C1=CC=C(C#N)C=C1